([(4-methylmorpholin-2-yl)methyl]carbamoyl)azetidine-1-carboxylate CN1CC(OCC1)CNC(=O)OC(=O)N1CCC1